5-(7-(difluoromethyl)-6-(1-methyl-2-oxo-1,2-dihydropyridin-3-yl)-3,4-dihydro-quinolin-1(2H)-yl)-7-(3,6-dihydro-2H-pyran-4-yl)-1,3-dimethyl-1,6-naphthyridin-2(1H)-one FC(C1=C(C=C2CCCN(C2=C1)C1=C2C=C(C(N(C2=CC(=N1)C=1CCOCC1)C)=O)C)C=1C(N(C=CC1)C)=O)F